CN1C(=NC2=C1C=CC=C2)COC2=CC=C(C=C2)C2=NN(C=C2C2=CC=NC=C2)C 1-Methyl-2-[4-(1-methyl-4-pyridin-4-yl-1H-pyrazol-3-yl)-phenoxymethyl]-1H-benzoimidazole